O[C@H](COC=1C=C(C=2N(C1)N=CC2C#N)C=2C=NC(=CC2)N2CCC(CC2)OC2=NC=CC=C2)C (S)-6-(2-hydroxypropoxy)-4-(6-(4-(pyridin-2-yloxy)piperidin-1-yl)pyridin-3-yl)pyrazolo[1,5-a]pyridine-3-carbonitrile